C(C)N1C(=NN=C1)C1=CC=2N(C(=C1)OC1=CC=C(C=C1)OCCOC1CCOCC1)C=NC2 7-(4-ethyl-1,2,4-triazol-3-yl)-5-[4-(2-tetrahydropyran-4-yloxyethoxy)phenoxy]imidazo[1,5-a]pyridine